O1CCOCC1 (R)-1,4-dioxan